C1(CC1)N(CC[C@@H](C(=O)O)NC(CC1=CC(=CC(=C1)C(F)(F)F)F)=O)CCCCC1=NC=2NCCCC2C=C1 (S)-4-(cyclopropyl(4-(5,6,7,8-tetrahydro-1,8-naphthyridin-2-yl)butyl)amino)-2-(2-(3-fluoro-5-(trifluoromethyl)phenyl)acetamido)butanoic acid